2-[(2S,6R)-2-(1-cyclopropylpyrazol-4-yl)-6-methyl-morpholin-4-yl]-N,N,7-trimethyl-6-[3-(trifluoromethyl)-1-bicyclo[1.1.1]pentanyl]purin-8-amine C1(CC1)N1N=CC(=C1)[C@H]1CN(C[C@H](O1)C)C1=NC(=C2N(C(=NC2=N1)N(C)C)C)C12CC(C1)(C2)C(F)(F)F